NC(CC(=O)O)C Beta-Aminobutyric Acid